CC1=C(CN2N=C(N=C2)C(=O)OC)C=CC=C1 methyl 1-(2-methylbenzyl)-1H-1,2,4-triazole-3-carboxylate